ClN(S(=O)(=O)C1=CC=C(C)C=C1)[C@@H]([C@@H](C1=CC=CC=C1)N)C1=CC=CC=C1 chloro{[(1R,2R)-(-)-2-amino-1,2-diphenylethyl](4-toluenesulfonyl)ammonia}